((6-(4-chlorophenyl)-2-(pyridin-3-yl)pyrimidin-4-yl)amino)butan-1-ol ClC1=CC=C(C=C1)C1=CC(=NC(=N1)C=1C=NC=CC1)NC(CCC)O